CC(C=C)(CCC=C(C)C)S 3,7-dimethyloct-1,6-dien-3-thiol